CC1=C(C=CC=C1C=1OC=2C=3N(C(=CC2N1)CN1C(CCCC1)C(=O)O)N=CN3)C3=CC=CC=C3 1-((8-(2-methyl-[1,1'-biphenyl]-3-yl)oxazolo[5,4-c][1,2,4]triazolo[1,5-a]pyridin-5-yl)methyl)piperidine-2-carboxylic acid